C1(CCCC1)C1CCCCCCCCCC1=O cyclopentylcycloundecane-11-one